2-[[4-[[2-(4-fluorophenyl)acetyl]amino]phenyl]methoxycarbonylamino]-3-[(5-fluoropyridin-3-yl)methoxy]propanoic acid FC1=CC=C(C=C1)CC(=O)NC1=CC=C(C=C1)COC(=O)NC(C(=O)O)COCC=1C=NC=C(C1)F